OC(=O)C(F)(F)F.N[C@@H](CC(N)=O)C(=O)O asparaginic acid TFA salt